C(C)(C)(C)OC(=O)N1CC=2C=CC(=NC2CC1)P(=O)(OC)CC 2-(ethyl(methoxy)phosphoryl)-7,8-dihydro-1,6-naphthyridine-6(5H)-carboxylic acid tert-butyl ester